2-[(4-chloropyrimidin-5-yl)oxy]-5-fluoro-N,N-di(propan-2-yl)benzamide ClC1=NC=NC=C1OC1=C(C(=O)N(C(C)C)C(C)C)C=C(C=C1)F